6-((S)-1-(5-(5-amino-2-(trifluoromethyl)pyridin-3-yl)-7-(2-((2R,3R)-3-hydroxy-2-methylazetidin-1-yl)ethyl)-1-oxo-3,4-dihydroisoquinolin-2(1H)-yl)ethyl)-4-ethoxynicotinonitrile NC=1C=C(C(=NC1)C(F)(F)F)C1=C2CCN(C(C2=CC(=C1)CCN1[C@@H]([C@@H](C1)O)C)=O)[C@@H](C)C1=NC=C(C#N)C(=C1)OCC